CC1=CNC=2N=CN=C(C21)N2CCSC(=C2)C=2C=NC=CC2 4-(5-methyl-7H-pyrrolo[2,3-d]pyrimidin-4-yl)-6-(pyridin-3-yl)-3,4-dihydro-2H-1,4-thiazine